C(C(C)C)N1C2CC(CC1CC2)N2CCC(CC2)C=2C=C(C1=C(NC(=N1)C1=CC=C(C=C1)S(=O)(=O)C)C2)C 6-(1-(8-Isobutyl-8-azabicyclo[3.2.1]octan-3-yl)piperidin-4-yl)-4-methyl-2-(4-(methylsulfonyl)phenyl)-1H-benzo[d]imidazol